(S,Z)-4-fluoro-1-((5-methoxy-2'-methyl-[1,1'-biphenyl]-2-yl)sulfonyl)-N-(4-(methylsulfonyl)but-3-en-2-yl)piperidine-4-carboxamide FC1(CCN(CC1)S(=O)(=O)C1=C(C=C(C=C1)OC)C1=C(C=CC=C1)C)C(=O)N[C@@H](C)\C=C/S(=O)(=O)C